CCCCCCCCCCCCCCCCCCCCCCCCCC(=O)N[C@@H](COP(=O)(O)OC1[C@@H]([C@H](C([C@H]([C@H]1O)O)O)O)O)[C@@H]([C@H](CCCCCCCCCCCCCC)O)O The molecule is a ceramide phosphoinositol compound having a hexacosanoyl group attached to the ceramide nitrogen, hydroxylation at C-4 of the long-chain base, and no additional hydroxylation of the very-long-chain fatty acid. It has a role as a Saccharomyces cerevisiae metabolite. It derives from a N-hexacosanoylphytosphingosine. It is a conjugate acid of an Ins-1-P-Cer(t18:0/26:0)(1-).